NC1=CC=C(C=C1)S(=O)(=O)N1CC(N(CC1)C(C1=CC(=C(C(=C1)O)O)O)=O)C(=O)NC1=CC=CC=C1 4-((4-aminophenyl)sulfonyl)-N-phenyl-1-(3,4,5-trihydroxybenzoyl)piperazine-2-carboxamide